FC1(CC2(C1)C[C@H](N(CC2)C(=O)OCC2=CC=CC=C2)C(=O)OCC2=CC=CC=C2)F dibenzyl (S)-2,2-difluoro-7-azaspiro[3.5]nonane-6,7-dicarboxylate